COC1C(=C(C(=CC1(C)C)O)C=1C(=CC=CC1)O)OC bis(methoxy)-5,5-dimethyl-2,2-biphenol